1-((2-(2,6-dioxopiperidin-3-yl)-4-hydroxy-1-oxoisoindolin-5-yl)methyl)-3-(3-(1-(trifluoromethyl)cyclopropyl)phenyl)urea O=C1NC(CCC1N1C(C2=CC=C(C(=C2C1)O)CNC(=O)NC1=CC(=CC=C1)C1(CC1)C(F)(F)F)=O)=O